methylenebis(6-α-methyl-benzyl-p-cresol) C(C1=CC(=CC(=C1O)C(C1=CC=CC=C1)C)C)C1=CC(=CC(=C1O)C(C1=CC=CC=C1)C)C